C(C)C1=CC=C(C=C1)C1[C@@H]2CN(C[C@H]12)C(=O)C1CC2(C1)NC(OC2)=O 2-((1R,5S,6S)-6-(4-ethylphenyl)-3-azabicyclo[3.1.0]hexane-3-carbonyl)-7-oxa-5-azaspiro[3.4]octan-6-one